1-(4-(4-Amino-1-isopropyl-1H-pyrazolo[3,4-d]pyrimidin-3-yl)phenyl)-3-(4-(perfluoroethyl)phenyl)urea NC1=C2C(=NC=N1)N(N=C2C2=CC=C(C=C2)NC(=O)NC2=CC=C(C=C2)C(C(F)(F)F)(F)F)C(C)C